N'-(3,3,8-trimethyl-3,4-dihydroquinoxalin-2(1H)-ylidene)acethydrazide CC1(C(NC2=C(C=CC=C2N1)C)=NNC(C)=O)C